N1=NC(=CC2=C1C1=C(CCC2)C=CC=C1)N1N=C(N=C1N)NC=1C=CC2=C(CCC(CC2)NC2CCC2)C1 1-(6,7-dihydro-5H-benzo[6,7]cyclohepta[1,2-c]pyridazin-3-yl)-N3-(7-cyclobutylamino-6,7,8,9-tetrahydro-5H-benzo[7]annulene-2-yl)-1H-1,2,4-triazole-3,5-diamine